[Cu](O)O.COC1=CC=C(C=C1)N1C(CC1)=O 1-(4-methoxyphenyl)azetidin-2-one Copper hydroxide